6,7-Dichloro-3-(1-tetrahydropyran-2-ylpyrazol-4-yl)-1-(2-trimethylsilylethoxymethyl)indol-4-ol ClC=1C=C(C=2C(=CN(C2C1Cl)COCC[Si](C)(C)C)C=1C=NN(C1)C1OCCCC1)O